C(#C)C=1C=C(C(=NC1)CNC(=O)[C@H]1N(C[C@@H](C1)O)C(=O)[C@H](C(C)(C)C)NC(OC(C)(C)C)=O)OC tert-butyl N-[(1S)-1-[(2S,4R)-2-[(5-ethynyl-3-methoxy-2-pyridyl)methylcarbamoyl]-4-hydroxy-pyrrolidine-1-carbonyl]-2,2-dimethyl-propyl]carbamate